(4S)-(+)-4-(2-hydroxyethyl)-2,2-dimethyl-1,3-dioxolane CC1(OC[C@@H](O1)CCO)C